ClC1=CC(=C(C=C1)S(=O)(=O)N[C@@H]([C@H](C)C1=C(C(=CC(=C1C)C)F)F)C=1OC(NN1)=O)OC 4-chloro-N-((1S,2R)-2-(2,3-difluoro-5,6-dimethylphenyl)-1-(5-oxo-4,5-dihydro-1,3,4-oxadiazol-2-yl)propyl)-2-methoxybenzenesulfonamide